N-(2-dimethylamino-ethyl)-3-[6-[4-(hydroxymethyl)phenyl]imidazo[1,2-b]pyridazin-3-yl]benzamide CN(CCNC(C1=CC(=CC=C1)C1=CN=C2N1N=C(C=C2)C2=CC=C(C=C2)CO)=O)C